C1(=CC=C(C=C1)OCCCN(CCC(=O)OCCC#C)CCC(=O)OCCC#C)OCCCN(CCC(=O)OCCC#C)CCC(=O)OCCC#C tetra(but-3-yn-1-yl) 3,3',3'',3'''-(((1,4-phenylenebis(oxy))bis(propane-3,1-diyl))bis(azanetriyl))tetrapropionate